C(C(C)C)N1C2=C(NC(C3=C1C=CC=C3)=O)C=C(C=C2)C(=O)O 5-isobutyl-11-oxo-10,11-dihydro-5H-dibenzo[b,e][1,4]diazepine-8-carboxylic acid